N1CCCC2=C1C=CC=CN2 Tetrahydropyridoazepine